CC1=CC=CC2=CC3=CC=CC=C3C(=C12)OC(=O)C12C(C3C=CC1C3)(C2)C(=O)O 1-methyl-9-[2-carboxy(3,6-methano-4-methano-cyclohexenyl)]carbonyloxy-anthracene